C(C)[C@]1(C(N(C(N1)=O)C1=NC=CC(=C1)OC1=CC(=C(C=C1)C)OC)=O)C (5S)-5-ethyl-3-[4-(3-methoxy-4-methyl-phenoxy)-2-pyridyl]-5-methylimidazolidine-2,4-dione